methyl 7-fluoro-1-methyl-2-oxo-2,3,4,5-tetrahydro-1H-benzo[b]azepine-8-carboxylate FC1=CC2=C(N(C(CCC2)=O)C)C=C1C(=O)OC